methyl (2-fluoroethyl) disulfide FCCSSC